ClC=1C(=NC(=NC1)NC=1C=NN(C1)CCO)OC=1C=C(C=CC1OC)NC(C=C)=O N-(3-((5-chloro-2-((1-(2-hydroxyethyl)-1H-pyrazol-4-yl)amino)pyrimidin-4-yl)oxy)-4-methoxyphenyl)acrylamide